ClC=1C=C(NC2=NC=C(C=N2)C2=CN=CC(=N2)NC2CN(C2)C(C=C)=O)C=CC1F 1-[3-[[6-[2-(3-chloro-4-fluoro-anilino)pyrimidin-5-yl]pyrazin-2-yl]amino]azetidin-1-yl]prop-2-en-1-one